5-Chloro-2-(1,5-dimethyl-3,6-dihydro-2H-pyridin-4-yl)-1,3-benzothiazole ClC=1C=CC2=C(N=C(S2)C=2CCN(CC2C)C)C1